OC(C=O)CCCC=O hydroxyhexanedialdehyde